OC1=C(C=C(C=C1)[N+](=O)[O-])N(C(=O)NC)C N-(2-hydroxy-5-nitrophenyl)-N,N'-dimethylurea